FC(C=1C=C(N)C=CC1N1CCC(CC1)N1CCN(CC1)C)(F)F 3-trifluoromethyl-4-(4-(4-methylpiperazin-1-yl)piperidin-1-yl)aniline